racemic-alpha-fluorophenethyl alcohol F[C@H](CC1=CC=CC=C1)O |r|